COC=1C=C2C(NC(=NC2=CC1OC)C)=O 6,7-dimethoxy-2-methyl-quinazolin-4(3H)-one